FC=1C=C(N)C=CC1C1CCOCC1 3-fluoro-4-(tetrahydro-2H-pyran-4-yl)aniline